N-[(1Z)-5-(5-methyl-1,2,4-oxadiazol-3-yl)-2,3-dihydro-1H-inden-1-ylidene]hydroxylamine CC1=NC(=NO1)C=1C=C2CC/C(/C2=CC1)=N/O